2-benzyl 8-tert-butyl 3-(methoxymethyl)-2,8-diazaspiro[4.5]decane-2,8-dicarboxylate COCC1N(CC2(C1)CCN(CC2)C(=O)OC(C)(C)C)C(=O)OCC2=CC=CC=C2